CC=1C(=C2C=NNC2=CC1C)C1=C(C=2N=C(N=C(C2C=N1)N1CC(CCC1)(O)C)OCC12CCCN2CCC1)F 1-(7-(5,6-dimethyl-1H-indazol-4-yl)-8-fluoro-2-((hexahydro-1H-pyrrolizin-7a-yl)methoxy)pyrido[4,3-d]pyrimidin-4-yl)-3-methylpiperidin-3-ol